C(\C=C/C(=O)OCC(C)O)(=O)OCC(C)O di(2-hydroxypropyl) maleate